C1(=CC=CC=C1)NN=CC1=CC=C(C=C1)N(CC1=CC=CC=C1)CC1=CC=CC=C1 4-(dibenzylamino)benzaldehyde-N-phenylhydrazone